N-(5-Chloropyridin-2-yl)-7-(4-methylpyridin-3-yl)imidazo[1,5-a]pyridine-5-carboxamide ClC=1C=CC(=NC1)NC(=O)C1=CC(=CC=2N1C=NC2)C=2C=NC=CC2C